5-chloro-2-{[4-(propan-2-yl)piperazin-1-yl]methyl}-7,8-dihydro-6H-spiro[[1,3]oxazolo[5,4-f]quinazoline-9,1'-cyclohexane]-7-one ClC=1C=C2C(=C3C1NC(NC31CCCCC1)=O)OC(=N2)CN2CCN(CC2)C(C)C